FC1=C(C(=O)NC2=NC(=CC=C2)CC2CCN(CC2)C)C=CC=C1 fluoro-N-(6-((1-methylpiperidin-4-yl)methyl)pyridin-2-yl)benzamide